7-methyl-1,4,6,7-tetrahydro-5H-pyrazolo[4,3-c]pyridine-3,5-dicarboxylate CC1C2=C(CN(C1)C(=O)[O-])C(=NN2)C(=O)[O-]